ClC1=C2C(=NC=C1OC=1C=NN3C1C=NC=C3)N=C(N2C)NC2=CC(=CC(=C2)C(F)(F)F)CN2CCCC2 7-chloro-1-methyl-6-(pyrazolo[1,5-a]pyrazin-3-yloxy)-N-(3-(pyrrolidin-1-ylmethyl)-5-(trifluoromethyl)phenyl)-1H-imidazo[4,5-b]pyridin-2-amine